5-(4-oxa-7-azaspiro[2.5]oct-7-yl)pyrazole C1CC12OCCN(C2)C2=CC=NN2